The molecule is an organic cation resulting from the protonation of the nitrogen of quininib. The major species below pH 4. It is a conjugate acid of a quininib. C1=CC=C2C(=C1)C=CC(=[NH+]2)/C=C/C3=CC=CC=C3O